NC=1N=CC2=CC(=CC=C2C1C(=O)N[C@H]1CNCC1)C1=C(C=CC=C1C)F 3-amino-7-(2-fluoro-6-methyl-phenyl)-N-[(3R)-pyrrolidin-3-yl]isoquinoline-4-carboxamide